CN(C1=CC2=C(N=C(S2)C2=CC=C(C=C2)C=2C=CC(=NC2)N(CCOCCOC=2C=C(C(C(=O)O)=CC2)C(=O)O)C(=O)OC(C)(C)C)C=C1)C 4-[2-[2-[[5-[4-[6-(dimethylamino)-1,3-benzo-thiazol-2-yl]phenyl]pyridin-2-yl]-[(2-methylpropan-2-yl)oxycarbonyl]amino]ethoxy]ethoxy]-phthalic acid